[1-(cyclopropylmethyl)-3-[(dimethylamino)methyl]-4-hydroxypiperidin-4-yl]benzamide C1(CC1)CN1CC(C(CC1)(O)C1=C(C(=O)N)C=CC=C1)CN(C)C